FC1=C(C(=O)[O-])C=CC(=C1)C(F)(F)F fluoro-4-(trifluoromethyl)benzoate